C(C1=CC=CC=C1)[NH2+]C1C(CCC1)(C)O N-Benzyl-2-hydroxy-2-methylcyclopentanaminium